ClC1=CC(=C(C=C1)C1=CC=CC=C1)NCCN(C)C N1-(4-chloro-[1,1'-biphenyl]-2-yl)-N2,N2-dimethylethane-1,2-diamine